2-(trifluoromethyl)-5-(3-cyanophenyl)furan-3-carboxylic acid FC(C=1OC(=CC1C(=O)O)C1=CC(=CC=C1)C#N)(F)F